2-[1-[(2,3-difluorophenyl)methyl]-5-oxopyrrolidin-2-yl]-N-(quinolin-5-ylmethyl)acetamide FC1=C(C=CC=C1F)CN1C(CCC1=O)CC(=O)NCC1=C2C=CC=NC2=CC=C1